ClC1=CC(=C(C=C1)C1=NC(=NC2=C1N=C(N(C2=O)C)C)N2C[C@@H](OCC2)C2=CC(=NC=C2)C)F 8-(4-chloro-2-fluorophenyl)-2,3-dimethyl-6-[(2S)-2-(2-methylpyridin-4-yl)morpholin-4-yl]-3h,4h-pyrimido[5,4-d][1,3]diazin-4-one